(2R)-2-[diphenyl-[(trimethylsilyl)oxy]methyl]pyrrolidine C1(=CC=CC=C1)C([C@@H]1NCCC1)(O[Si](C)(C)C)C1=CC=CC=C1